trans-4-(5-((4-chloro-3-fluorophenoxy)methyl)-1,3,4-oxadiazol-2-yl)cyclohexan-1-amine 2,2,2-trifluoroacetate FC(C(=O)O)(F)F.ClC1=C(C=C(OCC2=NN=C(O2)[C@@H]2CC[C@H](CC2)N)C=C1)F